2,4,5-Trichloronitrobenzene C1=C(C(=CC(=C1Cl)Cl)Cl)[N+](=O)[O-]